C(C1=CC=CC=C1)OC1=C2C(=NC=N1)N(N=C2)C2=C(C=C(C=C2)C=2COCC2)F 4-benzyloxy-1-[4-(2,5-dihydrofuran-3-yl)-2-fluoro-phenyl]pyrazolo[3,4-d]pyrimidine